methyl (1r,4r)-4-(6-(2,6-dioxopiperidin-3-yl)-1,2,3,4-tetrahydroisoquinoline-2-carbonyl)cyclohexane-1-carboxylate O=C1NC(CCC1C=1C=C2CCN(CC2=CC1)C(=O)C1CCC(CC1)C(=O)OC)=O